N1=C(C=CC2=CC=CC=C12)[O-] quinolinolat